2-amino-N-[5-[3-(3,3-dimethylbutoxy)-5-fluorophenyl]-4-(2,6-dimethylphenyl)-1,3-thiazol-2-yl]pyridine-4-sulfonamide NC1=NC=CC(=C1)S(=O)(=O)NC=1SC(=C(N1)C1=C(C=CC=C1C)C)C1=CC(=CC(=C1)F)OCCC(C)(C)C